2-phenethylamino-4,6-dichloro-1,3,5-triazine C(CC1=CC=CC=C1)NC1=NC(=NC(=N1)Cl)Cl